C(C)OC(C[C@@H](C=1C=C(C(=CC1)OC)C1=CC(=CC=C1)OC)N)=O (S)-3-amino-3-(3',6-dimethoxybiphenyl-3-yl)propionic acid ethyl ester